BrC=1C=NC(=NC1)N1N=C(N=C1[C@H](C)N1C(C2=CC=CC=C2C1=O)=O)OC 2-[(1S)-1-[2-(5-bromopyrimidin-2-yl)-5-methoxy-1,2,4-triazol-3-yl]ethyl]isoindoline-1,3-dione